2-(6-((2-fluoroethyl)-(2,2,6,6-tetramethyl-piperidin-4-yl)amino)-pyridazin-3-yl)-5-(5-methyl-1H-pyrazol-4-yl)phenol FCCN(C1=CC=C(N=N1)C1=C(C=C(C=C1)C=1C=NNC1C)O)C1CC(NC(C1)(C)C)(C)C